((2S,4R,5R)-4-acetoxy-5-(2-amino-7-(3-cyanobenzyl)-8-oxo-7,8-dihydro-9H-purin-9-yl)tetrahydrofuran-2-yl)methylacetat C(C)(=O)O[C@@H]1C[C@H](O[C@H]1N1C2=NC(=NC=C2N(C1=O)CC1=CC(=CC=C1)C#N)N)COC(C)=O